(indol-4-yl)methanol N1C=CC2=C(C=CC=C12)CO